C(C)(C)(C)OC(=O)N1[C@@H](CN(CC1)C1=C(C(N(C2=NC(=C(C=C12)Cl)Cl)C=1C(=NC=CC1C)C(C)C)=O)C#N)C (R)-4-(6,7-dichloro-3-cyano-1-(2-isopropyl-4-methylpyridin-3-yl)-2-oxo-1,2-dihydro-1,8-naphthyridin-4-yl)-2-methylpiperazine-1-carboxylic acid tert-butyl ester